(1-Benzyl-5-cyclopentyl-pyrazol-3-yl)-[2-[4-(hydroxymethyl)-2-azabicyclo[2.1.1]hexan-2-yl]pyrimidin-4-yl]methanone C(C1=CC=CC=C1)N1N=C(C=C1C1CCCC1)C(=O)C1=NC(=NC=C1)N1C2CC(C1)(C2)CO